C(C)C=1N(C=2N(C(C1N1CCNCC1)=O)N=C(N2)N2CCOCC2)CC(=O)NC2=C(C=C(C(=C2)F)C(F)(F)F)C 2-(5-Ethyl-2-morpholino-7-oxo-6-(piperazin-1-yl)-[1,2,4]triazolo[1,5-a]pyrimidin-4(7H)-yl)-N-(5-fluoro-2-methyl-4-(trifluoromethyl)phenyl)acetamide